C(CCCNC(=N)N)NC(=N)N butylenediguanidine